1-oxo-3,4-dihydropyrrolo[1,2-a]pyrazine-2(1H)-carboxylate O=C1C=2N(CCN1C(=O)[O-])C=CC2